C(C)N(C1=CC(=CC=C1)NC(C)=O)CC N,N-diethyl-3-acetamido-aniline